FC=1C=C(C=CC1OC)C1=NN2C(CN(CC2)C(C=C)=O)=C1C1=CC=NC=C1 1-[2-(3-fluoro-4-methoxyphenyl)-3-(pyridin-4-yl)-6,7-dihydropyrazolo[1,5-a]pyrazin-5(4H)-yl]prop-2-en-1-one